2-[(4-methoxyphenyl)methyl]-3-[methyl(2-thienylmethyl)amino]-4-(trifluoromethyl)isoxazol-5-one COC1=CC=C(C=C1)CN1OC(C(=C1N(CC=1SC=CC1)C)C(F)(F)F)=O